Ethyl 2'-methyl-6'-oxo-5',6'-dihydro-1'H-spiro[cyclobutane-1,4'-cyclopenta[b]pyrrole]-3'-carboxylate CC1=C(C2=C(N1)C(CC21CCC1)=O)C(=O)OCC